(S)-6-(1-amino-1,3-dihydrospiro[indene-2,4'-piperidine]-1'-yl)-3-(1-(2-fluorophenyl)cyclopropyl)-1,5-dihydro-4H-pyrazolo[3,4-d]pyrimidin-4-one N[C@@H]1C2=CC=CC=C2CC12CCN(CC2)C=2NC(C1=C(N2)NN=C1C1(CC1)C1=C(C=CC=C1)F)=O